1-[4-(2-Fluoro-pyridin-4-ylamino)-6-(6-trifluoromethyl-pyridin-2-yl)-[1,3,5]triazin-2-ylamino]-2-methyl-propan-2-ol FC1=NC=CC(=C1)NC1=NC(=NC(=N1)C1=NC(=CC=C1)C(F)(F)F)NCC(C)(O)C